ClC1=CC(=C(C=N1)O)I 6-chloro-4-iodopyridin-3-ol